FC=1C=C2C(=NNC2=CC1OCCOC)C1=CC(=NO1)C1=CC=C(C(=O)N2[C@@H](CCC2)CNS(=O)(=O)C)C=C1 N-{[(2S)-1-(4-{5-[5-Fluoro-6-(2-methoxyethoxy)-1H-indazol-3-yl]-1,2-oxazol-3-yl}benzoyl)pyrrolidin-2-yl]methyl}methansulfonamid